FC(OC=1C=C(C=CC1F)C=1C=C(C=NC1)CN1C(O[C@@H](C1)C)=O)F |o1:20| (R*)-3-[[5-[3-(Difluoromethoxy)-4-fluoro-phenyl]-3-pyridyl]methyl]-5-methyl-oxazolidin-2-one